N=1C=CN2C1NCCC2 5,6,7,8-tetrahydroimidazo[1,2-a]pyrimidine